CN(C1=CC=C(C=C1)N\C(=C\1/C(NC2=CC(=CC=C12)C(=O)OC)=O)\C1=CC=CC=C1)C(CN1CCN(CC1)C)=O METHYL (3Z)-3-{[(4-{METHYL[(4-METHYLPIPERAZIN-1-YL)ACETYL]AMINO}PHENYL)AMINO](PHENYL)METHYLIDEN}-2-OXO-2,3-DIHYDRO-1H-INDOL-6-CARBOXYLAT